COC=1C=C2C(=CC=NC2=CC1OCC1=CC=CC=C1)OC1=CC=C(C=C1)[N+](=O)[O-] 6-methoxy-7-benzyloxy-4-(4-nitrophenoxy)quinoline